4-(methoxycarbonyl)cyclohexa-2,5-diene-1-carboxylic acid COC(=O)C1C=CC(C=C1)C(=O)O